N[C@@H]1[C@@H](OCC12CCN(CC2)C=2N(C(C1=C(N2)NN=C1C#CC)=O)C)C 6-((3S,4S)-4-amino-3-methyl-2-oxa-8-azaspiro[4.5]decan-8-yl)-5-methyl-3-(prop-1-yn-1-yl)-1,5-dihydro-4H-pyrazolo[3,4-d]pyrimidin-4-one